nitrocresol ammonium [NH4+].[N+](=O)([O-])C1=C(C(=CC=C1)O)C